CN1N=C(C(=C1)[N+](=O)[O-])C 1,3-dimethyl-4-nitro-1H-pyrazole